COS(=O)(=O)[O-].OCC[NH3+] 2-hydroxyethylammonium methylsulfate